tert-butyl 2-(4-(7-chloro-4-(1H-imidazol-1-yl)quinolin-2-yl)-2-oxo-1,4-diazepan-1-yl)acetate ClC1=CC=C2C(=CC(=NC2=C1)N1CC(N(CCC1)CC(=O)OC(C)(C)C)=O)N1C=NC=C1